1-((1S,3R)-3-((5-cyano-4-(1-(2,2-difluoroethyl)-1H-pyrazol-4-yl)pyrimidin-2-yl)amino)cyclohexyl)-1H-imidazo[4,5-c]pyridine-6-carbonitrile C(#N)C=1C(=NC(=NC1)N[C@H]1C[C@H](CCC1)N1C=NC=2C=NC(=CC21)C#N)C=2C=NN(C2)CC(F)F